cobalt (4-hydroxybutyl)-phosphate OCCCCOP(=O)([O-])[O-].[Co+2]